C(\C=C\C1=CC(OC)=C(O)C=C1)(=O)NCCCCNCCCN N-feruloyl-spermidine